FC(CNC1=NC=C(C=C1)N)(C)F N2-(2,2-difluoropropyl)pyridine-2,5-diamine